7-nitro-3,4-dihydropyrido[3,2-f][1,4]oxazepin-5(2H)-one [N+](=O)([O-])C1=CC=2C(NCCOC2N=C1)=O